7-(2-(8-methoxy-3,4-dihydrobenzofuro[2,3-c]pyridin-2(1H)-yl)butyl)quinolin-2(1H)-one COC1=CC=CC2=C1OC=1CN(CCC12)C(CC1=CC=C2C=CC(NC2=C1)=O)CC